6-bromo-N-ethyl-8-fluoro-2-methylquinolin-4-amine BrC=1C=C2C(=CC(=NC2=C(C1)F)C)NCC